N-[(6-Amino-2-pyridyl)sulfonyl]-6-tert-butyl-2-(1-methyl-2-phenylethoxy)pyridin-3-carboxamid NC1=CC=CC(=N1)S(=O)(=O)NC(=O)C=1C(=NC(=CC1)C(C)(C)C)OC(CC1=CC=CC=C1)C